C(OC(C)(C)C)(OCI)=O tert-butyl (iodomethyl) carbonate